3-{[2-(4-Chlorophenyl)imidazo[1,2-a]pyridin-3-yl]methyl}-N-(2-ethyl-6-methylphenyl)-3,8-diazabicyclo[3.2.1]octane-8-carboxamide ClC1=CC=C(C=C1)C=1N=C2N(C=CC=C2)C1CN1CC2CCC(C1)N2C(=O)NC2=C(C=CC=C2C)CC